N-(cis-4-ethoxycyclohexyl)-5-(quinoxalin-6-yl)pyrrolo[2,1-f][1,2,4]triazin C(C)O[C@H]1CC[C@H](CC1)N1N2C(C=NC1)=C(C=C2)C=2C=C1N=CC=NC1=CC2